CC1=C(C(N(C2=NC=CN=C21)CC2=NC=CC=C2C(F)(F)F)=O)N2CCN(CC2)C(=O)OC(C)(C)C tert-butyl 4-(8-methyl-6-oxo-5-((3-(trifluoromethyl)pyridin-2-yl)methyl)-5,6-dihydropyrido[2,3-b]pyrazin-7-yl)piperazine-1-carboxylate